C1=C(NC=2C=CC3=C(C12)C=CC=C3)C(=O)C3=CC(=CC=C3)O (3H-Benzo[e]-indol-2-yl)-(3-hydroxy-phenyl)-methanone